2-(1-Bromoethyl)-5-(5-methyl-1H-1,2,4-triazol-1-yl)pyridine BrC(C)C1=NC=C(C=C1)N1N=CN=C1C